C1=CC=CC=2C3=CC=CC=C3C(C12)COP(O)=O [(9H-fluoren-9-yl)methoxy]phosphinic acid